C(C1=CC=CC=C1)(=O)OCCOC(=O)NC1=C2N=CNC2=NC=N1 6-(((2-(benzoyloxy)ethoxy)carbonyl)amino)-9H-purine